ClC=1C=C(C=2N(N1)C(=NN2)C2CC2)NCCC2=CC=CC=C2 6-chloro-3-cyclopropyl-N-phenethyl-[1,2,4]triazolo[4,3-b]pyridazin-8-amine